CC1=C(C(=NO1)C=1C=NC(=CC1)C)COC1=CC=C(N=N1)C(=O)N[C@H]1COCC1 |r| (RS)-6-((5-methyl-3-(6-methylpyridin-3-yl)isoxazol-4-yl)methoxy)-N-(tetrahydrofuran-3-yl)pyridazine-3-carboxamide